IC1=CC(N(N=C1)COCC[Si](C)(C)C)=O 5-Iodo-2-((2-(trimethylsilyl)ethoxy)methyl)pyridazin-3(2H)-one